BrC1=CC=2SC3=C(C2C=2C=CC=CC12)C1=CC=CC=C1C(=C3)I 5-bromo-9-iododinaphtho[2,1-b:1',2'-d]thiophene